aluminum tris(laurate) C(CCCCCCCCCCC)(=O)[O-].C(CCCCCCCCCCC)(=O)[O-].C(CCCCCCCCCCC)(=O)[O-].[Al+3]